The molecule is an (R)-3-hydroxyacyl-CoA(4-) obtained by deprotonation of the phosphate and diphosphate OH groups of (3R,12Z,15Z,18Z,21Z,24Z,27Z)-3-hydroxytriacontahexaenoyl-CoA; major species at pH 7.3. It is a conjugate base of a (3R,12Z,15Z,18Z,21Z,24Z,27Z)-3-hydroxytriacontahexaenoyl-CoA. CC/C=C\\C/C=C\\C/C=C\\C/C=C\\C/C=C\\C/C=C\\CCCCCCCC[C@H](CC(=O)SCCNC(=O)CCNC(=O)[C@@H](C(C)(C)COP(=O)([O-])OP(=O)([O-])OC[C@@H]1[C@H]([C@H]([C@@H](O1)N2C=NC3=C(N=CN=C32)N)O)OP(=O)([O-])[O-])O)O